4-(2-(6-(5-((5-fluoro-2'-isopropyl-[1,1'-biphenyl]-2-yl)oxy)pyrimidin-4-yl)-2,6-diazaspiro[3.3]heptan-2-yl)-2-oxoethyl)benzonitrile FC=1C=CC(=C(C1)C1=C(C=CC=C1)C(C)C)OC=1C(=NC=NC1)N1CC2(CN(C2)C(CC2=CC=C(C#N)C=C2)=O)C1